CC(C[C@@H](C(=O)N1CCOCC1)NS(=O)(=O)C1=CC(=CC=C1)[N+](=O)[O-])C (S)-N-(4-methyl-1-morpholino-1-oxopent-2-yl)-3-nitrobenzenesulfonamide